glycine, Tris-hydrochloride Cl.Cl.Cl.NCC(=O)O